2-(3-fluoroanilino)-6-hydroxypurine FC=1C=C(NC2=NC(=C3NC=NC3=N2)O)C=CC1